N-(4-(4-amino-3-(4-((5-chloro-4-methylpyrimidin-2-yl)oxy)-3-fluorophenyl)-7-cyano-1-methyl-1H-pyrrolo[3,2-c]pyridin-2-yl)phenyl)but-2-ynamide NC1=NC=C(C2=C1C(=C(N2C)C2=CC=C(C=C2)NC(C#CC)=O)C2=CC(=C(C=C2)OC2=NC=C(C(=N2)C)Cl)F)C#N